1,3,5-Triethyl-1,3,5-triazinane C(C)N1CN(CN(C1)CC)CC